dodecyl-trimethoxy(ethoxy)silane C(CCCCCCCCCCC)CO[Si](OCC)(OC)OC